diacetoxymethyl-silicon C(C)(=O)OC(OC(C)=O)[Si]